(6Z)-8-(trans-4-aminocyclohexoxy)-10-chloro-6-methoxyimino-5,5-dimethyl-benzo[h]quinazolin-4-amine N[C@@H]1CC[C@H](CC1)OC=1C=C(C2=C(\C(\C(C=3C(=NC=NC23)N)(C)C)=N/OC)C1)Cl